4,7-dibromo-2-(2-ethylhexyl)-5,6-dinitro-2H-benzotriazole BrC1=C(C(=C(C2=NN(N=C21)CC(CCCC)CC)Br)[N+](=O)[O-])[N+](=O)[O-]